1-(1Z-eicosenyl)-2-(6Z,9Z,12Z-octadecatrienoyl)-glycero-3-phospho-(1'-sn-glycerol) CCCCCCCCCCCCCCCCCC/C=C\OC[C@H](COP(=O)(O)OC[C@H](CO)O)OC(=O)CCCC/C=C\C/C=C\C/C=C\CCCCC